5-chloro-7-nitroquinolin ClC1=C2C=CC=NC2=CC(=C1)[N+](=O)[O-]